[Si](C)(C)(C(C)(C)C)C(C#C)=O 1-(tert-butyldimethylsilyl)-2-propyn-1-one